ClC=1C=CC(=C(C=O)C1)C=1C=NC(=NC1)C1=CN=CS1 5-chloro-2-(2-(thiazol-5-yl)pyrimidin-5-yl)benzaldehyde